CC1=CC=2CC3=CC(=CC=C3C2C=C1C)C 2,3,7-trimethyl-9H-fluorene